C(C)C(CO)(CO)CO 2-ethyl-2-hydroxymethyl-1,3-propylene glycol